4-((2,4-diaminopyrimidin-5-yl)oxy)-6-methoxynicotinic acid NC1=NC=C(C(=N1)N)OC1=CC(=NC=C1C(=O)O)OC